C1(CC1)C1=NN2N=CC(=CC2=C1C(=O)N1[C@H](C=2C(CC1)=C(N(N2)C)C2=CC(=C(C(=C2)F)F)F)C)C (2-cyclopropyl-5-methyl-pyrazolo[1,5-b]pyridazin-3-yl)-[(7S)-2,7-dimethyl-3-(3,4,5-trifluorophenyl)-5,7-dihydro-4H-pyrazolo[3,4-c]pyridin-6-yl]methanone